FC1=CC=C(C=C1)SC=1C=C(C=C(C1)I)N1CC2=CC=CC=C2C1 2-(3-((4-fluorophenyl)thio)-5-iodophenyl)isoindoline